C(=CC)CCOC 1-propenyl-2-methyloxyethane